1,4-bis(1-hydroxyethyl)benzene OC(C)C1=CC=C(C=C1)C(C)O